8-(2-(tert-butyl)pyrimidin-5-yl)-3-ethyl-6-oxo-3,4-dihydro-2H,6H-pyrimido[2,1-b][1,3,5]thiadiazine-7-carbonitrile C(C)(C)(C)C1=NC=C(C=N1)C=1N=C2SCN(CN2C(C1C#N)=O)CC